4-amino-l-beta-D-ribofuranosyl-s-triazin-2(1H)-one N[C@]1([C@H]([C@H]([C@@H](O1)N1C(N=CN=C1)=O)O)O)CO